BrC1=C(NC)C(=CC=C1OC)[N+](=O)[O-] 2-bromo-3-methoxy-N-methyl-6-nitroaniline